CN1N=CC(=C1)C=1C=C(C(=NC1)OS(=O)(=O)C(F)(F)F)C1=NN2C(CN(CC2)C(=O)OC(C)(C)C)=C1 tert-butyl 2-(5-(1-methyl-1H-pyrazol-4-yl)-2-(((trifluoromethyl) sulfonyl) oxy) pyridin-3-yl)-6,7-dihydropyrazolo[1,5-a]pyrazine-5(4H)-carboxylate